C(=O)(O)COC1=CC=C(OCC(=O)OC2C[C@@H]3[C@H]([C@H]([C@H](C2)N3C)OC(C)=O)OC(C3=CC=C(C=C3)OC)(C3=CC=C(C=C3)OC)C3=CC=C(C=C3)OC)C=C1 |o1:16,17,18,19| (rel-(1R,3-endo,5S,6S,7R)-7-(tris(4-methoxyphenyl)methoxy)-6-acetoxy-8-methyl-8-azabicyclo[3.2.1]octane-3-yl) [2-[4-(carboxymethoxy)phenoxy]acetate]